Cl.C[C@@H]1CNCCO1 (2R)-2-methylmorpholine hydrochloride